C(C)(=O)[O-].C(CCCC)[N+]1=CC=C(C=C1)CC 1-Pentyl-4-ethylpyridinium acetat